BrC=1C=C(C=CC1)C=1C(=C(S(=O)(=O)N)C=CC1N)C (3-bromophenyl)(methyl)-sulfanilamide